COC1=CC=C(C=C1)C(C1=CC=CC=C1)(C1=CC=CC=C1)NC1=NC(NC=C1)=O 4-(((4-methoxyphenyl)diphenyl-methyl)amino)-2-oxopyrimidin